cis-(3-(1H-benzo[d]imidazol-1-yl)cyclobutyl)((S)-3-(3,5-difluorophenyl)isoxazolidin-2-yl)methanone N1(C=NC2=C1C=CC=C2)[C@H]2C[C@H](C2)C(=O)N2OCC[C@H]2C2=CC(=CC(=C2)F)F